(3-((1,4-dioxo-1,4-dihydronaphthalen-2-yl)amino)phenyl)-2-fluoro-5-nitrobenzamide O=C1C(=CC(C2=CC=CC=C12)=O)NC=1C=C(C=CC1)C=1C(=C(C(=O)N)C=C(C1)[N+](=O)[O-])F